4-(1,2-dihydroxy-1-methylethyl)-1-methylcyclohexane-1,2-diol OC(CO)(C)C1CC(C(CC1)(O)C)O